(trifluoromethylpyrazolyl)bis(diphenylethenyl)biphenyl FC(F)(F)C=1C(=NNC1)C1=C(C=CC(=C1)C=C(C1=CC=CC=C1)C1=CC=CC=C1)C1=CC=C(C=C1)C=C(C1=CC=CC=C1)C1=CC=CC=C1